tert-butyl 4-[3-[9-(2,6-dioxo-3-piperidyl)pyrido[2,3-b]indol-4-yl] propoxy]piperidine-1-carboxylate O=C1NC(CCC1N1C2=C(C3=CC=CC=C13)C(=CC=N2)CCCOC2CCN(CC2)C(=O)OC(C)(C)C)=O